COC(CN(C1=NC2=CC=C(C=C2C(=C1)C1=CC=CC=C1)CC=O)C)=O N-methyl-N-(6-(2-oxoethyl)-4-phenylquinolin-2-yl)glycine methyl ester